S(C)(=O)(=O)[O-].C(CCC)[NH+]1C(CCCC1)CCCC 1,2-dibutylpiperidinium mesylate